4,4'-isopropylidenediphenoxyacetic acid CC(C)(C1=CC=C(C=C1)OCC(=O)O)C2=CC=C(C=C2)OCC(=O)O